N-(cis-4-((5-(1-((S)-1-fluoropropan-2-yl)-1H-benzo[d][1,2,3]triazol-6-yl)-4-methoxypyrrolo[2,1-f][1,2,4]triazin-2-yl)amino)cyclohexyl)acetamide FC[C@H](C)N1N=NC2=C1C=C(C=C2)C=2C=CN1N=C(N=C(C12)OC)N[C@H]1CC[C@H](CC1)NC(C)=O